(2S,3R)-2-[[4-[2-[(2,6-dimethylpyrimidin-4-yl)amino]pyrazolo[1,5-a]pyridin-5-yl]-6-prop-1-ynyl-3-pyridyl]oxymethyl]tetrahydrofuran-3-ol CC1=NC(=CC(=N1)NC1=NN2C(C=C(C=C2)C2=C(C=NC(=C2)C#CC)OC[C@@H]2OCC[C@H]2O)=C1)C